ClC1=C(C(=O)NS(=O)(=O)C2=CC=CC=C2)C=CC(=C1)Cl N-[2,4-dichlorobenzoyl]phenylsulfonamide